3-(2,5-dihydroxy-3,4-dimethoxyphenyl)butan-2-one OC1=C(C=C(C(=C1OC)OC)O)C(C(C)=O)C